C[C@@H]1O[C@H](CN([C@@H]1CNC1=NC=C(C=C1)C(F)(F)F)C(=O)C1=C(C=CC(=C1)C)N1N=CC=N1)C ((2S,3R,6S)-2,6-Dimethyl-3-(((5-(trifluoromethyl)pyridin-2-yl)amino)methyl)morpholino)(5-methyl-2-(2H-1,2,3-triazol-2-yl)phenyl)methanone